CC1=C(C=NO1)C(=O)NC2=CC=C(C=C2)C(F)(F)F The molecule is a monocarboxylic acid amide obtained by formal condensation of the carboxy group of 5-methyl-1,2-oxazole-4-carboxylic acid with the anilino group of 4-(trifluoromethyl)aniline. The prodrug of teriflunomide. It has a role as a non-steroidal anti-inflammatory drug, an antineoplastic agent, an antiparasitic agent, an EC 1.3.98.1 [dihydroorotate oxidase (fumarate)] inhibitor, a hepatotoxic agent, a prodrug, a pyrimidine synthesis inhibitor, an immunosuppressive agent, an EC 3.1.3.16 (phosphoprotein phosphatase) inhibitor and a tyrosine kinase inhibitor. It is a monocarboxylic acid amide, a member of isoxazoles and a member of (trifluoromethyl)benzenes.